6-chloro-8-(difluoromethoxy)-4-methoxy-quinazoline ClC=1C=C2C(=NC=NC2=C(C1)OC(F)F)OC